7-(8-ethyl-7-fluoro-3-(methoxymethoxy)naphthalen-1-yl)-5,6,7,8-tetrahydropyrido[3,4-d]pyrimidin-4-ol C(C)C=1C(=CC=C2C=C(C=C(C12)N1CC=2N=CN=C(C2CC1)O)OCOC)F